di-tert-butyl-trimethylcyclohexane C(C)(C)(C)C1C(C(CCC1)(C)C)(C)C(C)(C)C